m-ethoxybenzaldehyde C(C)OC=1C=C(C=O)C=CC1